N-(2-iodo-3-(2,2,2-trifluoroethyl)benzo[b]thiophen-7-yl)-1-methylpiperidin-4-Amine IC1=C(C2=C(S1)C(=CC=C2)NC2CCN(CC2)C)CC(F)(F)F